1-cyclobutyl-1H-pyrrolo[2,3-b]pyridine-5-carboxylic acid C1(CCC1)N1C=CC=2C1=NC=C(C2)C(=O)O